FC1=C(C=CC(=C1)C=1C=C2CC(CC2=CC1)CCCCC)C1=CC(=C(OCCCCO)C(=C1)OC)C1=CC(=C(C=C1)OC)OCCCO 4-{4-[2-fluoro-4-(2-pentyl-2,3-dihydro-1H-inden-5-yl)phenyl]-2-[3-(3-hydroxypropoxy)-4-methoxyphenyl]-6-methoxyphenoxy}butan-1-ol